ClC1=C(C=CC=C1)[C@@H]([C@@H](N(C)C)C1=C(C=CC=C1)Cl)N(C)C (1S,2S)-1,2-bis(2-chlorophenyl)-N1,N1,N2,N2-tetramethylethane-1,2-diamine